6-fluoro-5-(4-((5-fluoro-4-(4-methoxybenzyl)-2-(methylamino)-3-oxo-3,4-dihydroquinoxalin-6-yl)methyl)piperazin-1-yl)-N-methylpyridineamide FC1=C(C=CC(=N1)C(=O)NC)N1CCN(CC1)CC=1C(=C2N(C(C(=NC2=CC1)NC)=O)CC1=CC=C(C=C1)OC)F